ClC1=CC=C(C=N1)C(C(C(=O)OCC)C)[NH3+] [1-(6-chloro-3-pyridyl)-3-ethoxy-2-methyl-3-oxo-propyl]ammonium